Z-Butylcyanoacetate C(CCC)C(C(=O)[O-])C#N